4-[5-ethylsulfonyl-2-[2-fluoro-4-[2-(4-piperidyl)ethyl]phenoxy]phenyl]-6-methyl-1H-pyrrolo[2,3-c]pyridin-7-one C(C)S(=O)(=O)C=1C=CC(=C(C1)C=1C2=C(C(N(C1)C)=O)NC=C2)OC2=C(C=C(C=C2)CCC2CCNCC2)F